C1(CC1)C1=C(C=C(C=2OC(COC21)C=2C=NC(=CC2)OC)F)CN2C=NC=1C2=NC=C(C1)I 3-((5-cyclopropyl-8-fluoro-2-(6-methoxypyridin-3-yl)-2,3-dihydrobenzo[b][1,4]dioxin-6-yl)methyl)-6-iodo-3H-imidazo[4,5-b]pyridine